C1(CC1)NC(=O)C=1C=CC(=C(C1)C=1C=NC(=C(C(=O)N(C)C)C1)NC(CO)(C)C)C 5-(5-(cyclopropylcarbamoyl)-2-methylphenyl)-2-((1-hydroxy-2-methylpropan-2-yl)amino)-N,N-dimethylnicotinamide